C1(CC1)NC(C([C@H](CC=1C(NC=CC1)=O)NC([C@H](CCCC)NC(OC(C(F)(F)C1=CC(=CC=C1)Cl)C1=CC=CC=C1)=O)=O)O)=O 2-(3-chlorophenyl)-2,2-difluoro-1-phenylethyl ((2S)-1-(((2S)-4-(cyclopropylamino)-3-hydroxy-4-oxo-1-(2-oxo-1,2-dihydropyridin-3-yl)butan-2-yl)amino)-1-oxohexan-2-yl)carbamate